FC1=C(CNC(OC(C)(C)C)=O)C(=CC=C1)C1=NC=NC=C1 Tert-butyl (2-fluoro-6-(pyrimidin-4-yl)benzyl)carbamate